ClC=1C=C(C=CC1Cl)C=1N(C(=CC(C1C(=O)O)=O)CN1N=C(C=C1)OC(C)C)CC 2-(3,4-dichlorophenyl)-1-ethyl-6-[(3-isopropoxypyrazol-1-yl)methyl]-4-oxo-pyridine-3-carboxylic acid